FC(OC1=CC=C(OC2=C(C=NC(=C2)C(F)(F)F)C(=O)NC=2C=[N+](C=CC2)[O-])C=C1)F 4-[4-(difluoromethoxy)phenoxy]-N-(1-oxidopyridin-1-ium-3-yl)-6-(trifluoromethyl)pyridine-3-carboxamide